C1(=CC=CC=C1)C(C(C)NC1=CC=CC=C1)O 1-phenyl-2-(phenylamino)propan-1-ol